C[Si](C=1C=C(C=CC1)C(=C)C1=CC=CC=C1)(OCC)OCC 1-[3-(methyldiethoxysilyl)phenyl]-1-phenylethene